IC1=CC(=C(C=C1)NC(=O)C1CC1)C N-(4-iodo-2-methylphenyl)cyclopropanecarboxamide